2-{[(1S)-1-{4-[4-(4-acryloylpiperazin-1-yl)tetrahydro-2H-pyran-4-yl]Phenyl}ethyl]Amino}-4-methyl-8-(prop-2-yl)pyrido[2,3-d]Pyrimidine-7(8H)-one C(C=C)(=O)N1CCN(CC1)C1(CCOCC1)C1=CC=C(C=C1)[C@H](C)NC=1N=C(C2=C(N1)N(C(C=C2)=O)C(C)C)C